1-(2-Chloro-N-(3-chloro-4-methoxyphenyl)acetamido)-4,4-difluoro-N-phenethyl-cyclohexane-1-carboxamide ClCC(=O)N(C1=CC(=C(C=C1)OC)Cl)C1(CCC(CC1)(F)F)C(=O)NCCC1=CC=CC=C1